ClC1=C(C=C(C(=C1)NC1=CC=C(C=C1)SC(F)(F)F)C)N=CN(C)CC N'-(2-chloro-5-methyl-4-((4-((trifluoromethyl)thio)phenyl)amino)phenyl)-N-ethyl-N-methylformimidamide